O=[Al-]=O.O=[Al-]=O.[Mg+2] Magnesium Aluminate